ClC1=C2C(=NC=C1C1OCCO1)N(C=C2)S(=O)(=O)C2=CC=CC=C2 4-Chloro-5-(1,3-dioxolan-2-yl)-1-(phenylsulfonyl)-1H-pyrrolo[2,3-b]pyridine